P(=O)(OC(C)(C)C)(OC(C)(C)C)OCO[C@@H]1COCC[C@H]1NC1=NN2C(C=N1)=C(C=C2C2=NC=C(C=C2)C2(CC2)C(F)F)F di-tert-butyl {[(3S,4R)-4-[(7-{5-[1-(difluoromethyl)cyclopropyl]pyridin-2-yl}-5-fluoropyrrolo[2,1-f][1,2,4]triazin-2-yl)amino]oxan-3-yl]oxy}methyl phosphate